C(C)C1=C(C(=CC=C1)C)[N+]#[C-] 2-ETHYL-6-METHYL-PHENYLISOCYANIDE